COC(C1=C(C=CC(=C1)OCCN1CCN(CC1)C)C=1N(C2=NC=NC(=C2N1)OC1(CC1)C)CC1=CC=CC=C1)=O.COCC(COC)(C)C1CCCC1 (1,3-dimethoxy-2-methylpropan-2-yl)cyclopentane Methyl-2-(9-benzyl-6-(1-methylcyclopropoxy)-9H-purin-8-yl)-5-(2-(4-methylpiperazin-1-yl)ethoxy)benzoate